C(CCCCCCCCCCCCCCCCCCCCCCCCCCCCC)(=O)O Triacontanoic acid